C=1(C(=CC=CC1O)C=O)C ortho-cresol-formaldehyde